ClC1=NC=C(C(=O)N)C(=C1)NC1=C(C=CC=C1)OC(C)C 6-chloro-4-((2-isopropoxyphenyl)amino)nicotinamide